2,4-DIMETHYL-3-METHOXYBENZENEBORONIC ACID CC1=C(C=CC(=C1OC)C)B(O)O